FC1=CC=C(OC(C(=O)NC2=CC=C(C=C2)C2=CC=C(C=C2)CCC)(C)C)C=C1 2-(4-fluorophenoxy)-2-methyl-N-(4'-propyl-[1,1'-biphenyl]-4-yl)propanamide